N-(5-dimethylaminomethyl-2-methyl-phenyl)-4-[5-methylsulfanyl-4-(4-trifluoromethoxy-phenyl)-pyridin-2-ylamino]-benzamide CN(C)CC=1C=CC(=C(C1)NC(C1=CC=C(C=C1)NC1=NC=C(C(=C1)C1=CC=C(C=C1)OC(F)(F)F)SC)=O)C